1,4-bis(2-ethylhexanoyloxy)naphthalene C(C)C(C(=O)OC1=CC=C(C2=CC=CC=C12)OC(C(CCCC)CC)=O)CCCC